C1(CC1)CCC1=NC2=CC=C(N=C2C(=C1C(=O)N)NC(C)C)NC=1C=NC=C(C1)F 2-cyclopropylethyl-6-((5-fluoropyridin-3-yl)amino)4-(isopropylamino)-1,5-naphthyridine-3-carboxamide